3-amino-1-benzyl-pyrrolidine-3-carbonitrile NC1(CN(CC1)CC1=CC=CC=C1)C#N